C[C@]12[C@H](N(C=3N=C(N=CC31)S(=O)C)C(=O)OC(C)(C)C)CC(OC2)(C)C tert-butyl (4bR,8aR)-4b,7,7-trimethyl-2-(methylsulfinyl)-4b,7,8,8a-tetrahydropyrano[3',4':4,5]pyrrolo[2,3-d]pyrimidine-9(5H)-carboxylate